(R,E)-3-((5-(bicyclo[1.1.1]pentan-1-yl)-3-butyl-7-cyano-2-methyl-1,1-dioxido-2,3,4,5-tetrahydrobenzo[f][1,2,5]thiadiazepin-8-yl)oxy)acrylate C12(CC(C1)C2)N2C[C@H](N(S(C1=C2C=C(C(=C1)O/C=C/C(=O)[O-])C#N)(=O)=O)C)CCCC